CC=1C=CC(=C(C1)C=1C(=C(C(=CC1O)CCCCC)S(=O)(=O)C=1C=NC=CC1)O)C(=C)C 5'-methyl-4-pentyl-2'-(prop-1-en-2-yl)-3-(pyridin-3-ylsulfonyl)-[1,1'-biphenyl]-2,6-diol